NC1=C(C(=NC(=C1F)C1=C(C(=C(C=C1)Cl)OC)F)C(=O)NCC(=O)O)Cl (4-amino-3-chloro-6-(4-chloro-2-fluoro-3-methoxyphenyl)-5-fluoropyridinecarbonyl)glycine